1-ethyl-2,5-dimethylbenzene C(C)C1=C(C=CC(=C1)C)C